1-N'-[5-fluoro-6-[[6-methoxy-7-(2-morpholin-4-ylethoxy)-1,5-naphthyridin-4-yl]oxy]pyridin-3-yl]-1-N-(4-fluorophenyl)cyclopropane-1,1-dicarboxamide FC=1C=C(C=NC1OC1=CC=NC2=CC(=C(N=C12)OC)OCCN1CCOCC1)NC(=O)C1(CC1)C(=O)NC1=CC=C(C=C1)F